NCCCCCCCC(=O)N[C@H](C(=O)N1[C@@H](C[C@H](C1)O)C(=O)NCC1=CC=C(C=C1)C1=C(N=CS1)C)C(C)(C)C (2S,4R)-1-[(2S)-2-(8-aminooctanamido)-3,3-dimethylbutanoyl]-4-hydroxy-N-[[4-(4-methyl-1,3-thiazol-5-yl)phenyl]methyl]pyrrolidine-2-carboxamide